10-(1-((6-chloro-[2,3'-bipyridin]-3-yl)amino)ethyl)-8-methyl-4,5-dihydro-3H,6H-2,2a,5a-triazaaceanthrylen-6-one ClC1=CC=C(C(=N1)C=1C=NC=CC1)NC(C)C=1C=C(C=C2C(N3CCCN4N=CC(C12)=C43)=O)C